(1R)-1,3-dihydrospiro[indene-2,4'-piperidin]-1-amine dihydrochloride Cl.Cl.N1CCC2(CC1)[C@H](C1=CC=CC=C1C2)N